ethyl butanesulfonate C(CCC)S(=O)(=O)OCC